(4s)-2-[(1e)-1-Aminoprop-1-Enyl]-4,5-Dihydro-1,3-Thiazole N\C(=C\C)\C=1SCCN1